1-(1-phenylcyclopropyl)-3-quinolin-3-ylurea C1(=CC=CC=C1)C1(CC1)NC(=O)NC=1C=NC2=CC=CC=C2C1